2,6-diethyl-3,5-difluoro-4-methoxymethylbenzyl (1R)-trans-3-(1-propenyl)-2,2-dimethylcyclopropanecarboxylate C(=CC)[C@H]1C([C@@H]1C(=O)OCC1=C(C(=C(C(=C1CC)F)COC)F)CC)(C)C